furanyl-formaldehyde O1C(=CC=C1)C=O